methyl 2-bromo-3,6-difluorobenzoate BrC1=C(C(=O)OC)C(=CC=C1F)F